CCCCCCCCCC/C=C\CCCCCCCCCC(=O)OC[C@H](COP(=O)(O)OC[C@@H](C(=O)O)N)OC(=O)CCCCCCC/C=C\C/C=C\CCCC 1-(11Z-docosenoyl)-2-(9Z,12Z-heptadecadienoyl)-glycero-3-phosphoserine